C(C)(=O)OC1=CC2=C(C=CC=C2C=C1)OC(C)=O 2,8-diacetoxynaphthalene